4-[(2-chlorophenyl)methylamino]-6-(2-furyl)pyrimidine-5-carboxylic acid ethyl ester C(C)OC(=O)C=1C(=NC=NC1C=1OC=CC1)NCC1=C(C=CC=C1)Cl